N-((S)-(4,4-difluorocyclohexyl)(2-(((5R)-2-oxo-5-(trifluoromethyl)piperidin-3-yl)methyl)imidazo[1,2-b][1,2,4]triazin-6-yl)methyl)-4-isopropyl-1,2,5-oxadiazole-3-carboxamide FC1(CCC(CC1)[C@H](NC(=O)C1=NON=C1C(C)C)C=1N=C2N(N=C(C=N2)CC2C(NC[C@@H](C2)C(F)(F)F)=O)C1)F